FC=1C=C(C=C(C1C1=NN(N=C1)CC(C)(C)C)F)C(=O)N1CCN(CC1)C=1OC=2C(=NC(=CC2)C)N1 (3,5-difluoro-4-(2-neopentyl-2H-1,2,3-triazol-4-yl)phenyl)(4-(5-methyloxazolo[4,5-b]pyridin-2-yl)piperazin-1-yl)methanone